4-nitrophenyl (R)-2-oxo-[1,3'-bipiperidine]-1'-carboxylate O=C1N(CCCC1)[C@H]1CN(CCC1)C(=O)OC1=CC=C(C=C1)[N+](=O)[O-]